[Cl-].C[N+](C)(C)C(C1=CC=CC=C1)C=C N,N,N-trimethylvinylbenzyl-ammonium chloride